3-fluoro-4-[[4-methyl-5-(4-methylcyclohexyloxy)-3-pyridinyl]methyl]pyridin-2-amine FC=1C(=NC=CC1CC=1C=NC=C(C1C)OC1CCC(CC1)C)N